FC(OC1=C(C=C(C=C1)N1N=C(C(C1=O)C(=O)OC1=CC=C(C=C1)[N+](=O)[O-])C)C1=NN=C(N1CC1=CC=C(C=C1)OC)C)F 4-nitrophenyl 1-(4-(difluoromethoxy)-3-(4-(4-methoxybenzyl)-5-methyl-4H-1,2,4-triazol-3-yl)phenyl)-3-methyl-5-oxo-4,5-dihydro-1H-pyrazole-4-carboxylate